C(=C)C1CCC1 VINYLCYCLOBUTANE